C(#N)C=1C=CC(=C(C1)B(O)O)F 5-cyano-2-fluorophenyl-boronic acid